3-((7-(5-(difluoromethyl)-1H-pyrazol-4-yl)-4-oxoquinazolin-3(4H)-yl)methyl)-N-(3-(methylsulfonyl)benzyl)benzamide FC(C1=C(C=NN1)C1=CC=C2C(N(C=NC2=C1)CC=1C=C(C(=O)NCC2=CC(=CC=C2)S(=O)(=O)C)C=CC1)=O)F